Tert-butyl (R)-3-(N'-hydroxycarbamimidoyl)pyrrolidine-1-carboxylate ON=C(N)[C@H]1CN(CC1)C(=O)OC(C)(C)C